ethyl 4-[5-[3,5-bis(difluoromethyl)phenyl]-5-(trifluoromethyl)-4H-isoxazol-3-yl]-2-methyl-benzoate FC(C=1C=C(C=C(C1)C(F)F)C1(CC(=NO1)C1=CC(=C(C(=O)OCC)C=C1)C)C(F)(F)F)F